[Si](C1=CC=CC=C1)(C1=CC=CC=C1)(C(C)(C)C)OCC1CNCCOC1 6-(((tert-butyldiphenylsilyl)oxy)methyl)-1,4-oxazepane